ClC1=C(C=CC(=C1)NC(CCCCCCCCCCCCC)=O)C1=CC(OC2=CC(=CC=C12)O[C@@H](C(=O)N(CC(=O)O)CC)C)=O 2-[[(2R)-2-[4-[2-chloro-4-(tetradecanoylamino)phenyl]-2-oxo-chromen-7-yl]oxypropionyl]-ethyl-amino]acetic acid